FC(C1=C(C(=O)O)C=CC=C1)(F)F 2-trifluoromethyl-benzoic acid